C(C)C1C(CCCC1)(OOC(C)(C)C)OOC(C)(C)C ethyl-1,1-di(t-butylperoxy)cyclohexane